BrC1=CC=C(C=C1)C=1N(C(=CC1)C1=CC(=CC=C1)[N+](=O)[O-])C1=C(C=CC=C1)C(F)(F)F 2-(4-bromophenyl)-5-(3-nitrophenyl)-1-[2-(trifluoromethyl)phenyl]pyrrole